O=C1N(CCC1)C1=CC=C(C=C1)C=1C=C(C=NC1)C1=NC(=NC=C1)C1(CCC1)C(=O)N 4-(5-(4-(2-oxopyrrolidin-1-yl)phenyl)pyridin-3-yl)pyrimidin-2-yl-cyclobutanecarboxamide